C(=O)OC1CC(CC1)NC1=NC=2C=C(C(=CC2C2=C1CCC2)OC)OCCCN2CCCC2 3-({8-methoxy-7-[3-(pyrrolidin-1-yl)propoxy]-1H,2H,3H-cyclopenta[c]quinolin-4-yl}amino)cyclopentan-1-ol formate